FC(S(=O)(=O)OB)(F)F ((trifluoromethyl)sulphonyloxy)borane